C(#N)C1CC(C(C(C1)C1=CC=C(C=C1)NC)C(=O)O)C(NC1=C(C=C(C=C1)C(F)(F)F)F)=O 4-cyano-2-((2-fluoro-4-(trifluoromethyl)phenyl)carbamoyl)-6-(4-(methylamino)phenyl)cyclohexane-1-carboxylic acid